(E)-N-(3-phenoxybenzyl)cinnamamide O(C1=CC=CC=C1)C=1C=C(CNC(\C=C\C2=CC=CC=C2)=O)C=CC1